C(C)OC(C)OCC=1C=C(C=C)C=CC1 m-(1-ethoxyethoxy)methylstyrene